NC=1SC(=C(N1)C=1SC=C(C1)Cl)C#N 2-amino-4-(4-chlorothien-2-yl)thiazole-5-carbonitrile